C(C)(C)(C)C=1C=C(C=C(C1O)C)C(C(=O)OCCOC(C(CC)C1=CC(=C(C(=C1)C)O)C(C)(C)C)=O)CC ethylene glycol bis[2-(3-tert-butyl-4-hydroxy-5-methyl-phenyl) butyrate]